[Cl-].ClC1=C(C=CC=C1)[N+]#N chlorobenzene-diazonium chloride